ClC1=CC=C(C=C1)C(O)(C=1OC2=C(C1)C=CC(=C2)OC)C2=CC=C(C=C2)Cl Bis(4-chlorophenyl)(6-methoxybenzofuran-2-yl)methanol